6-ethynyl-3-[2-(methoxymethoxy)phenyl]cinnoline tris(2,4,6-tribromophenyl)phosphate BrC1=C(C(=CC(=C1)Br)Br)OP(=O)(OC1=C(C=C(C=C1Br)Br)Br)OC1=C(C=C(C=C1Br)Br)Br.C(#C)C=1C=C2C=C(N=NC2=CC1)C1=C(C=CC=C1)OCOC